CC=1OC2=C(C1)C=C(C=C2O)C(F)(F)F.[N] nitrogen 2-methyl-5-(trifluoromethyl)benzofuran-7-ol